N-(chroman-7-yl(phenyl)methyl)-2-oxo-6-(trifluoromethyl)-1,2-dihydropyridine-3-carboxamide O1CCCC2=CC=C(C=C12)C(NC(=O)C=1C(NC(=CC1)C(F)(F)F)=O)C1=CC=CC=C1